Cl.Cl.ClC1=C(C=C2C(N(C(=NC2=C1)CCCCNC)CC(C)(C)C)=O)C(F)(F)F 7-chloro-2-(4-(methylamino)butyl)-3-neopentyl-6-(trifluoromethyl)quinazolin-4(3H)-one bis-hydrochloride salt